Cl.COC(=O)[C@@]1(NC[C@@H](C1)F)CC(=C)CCl (2r,4r)-2-(2-(chloromethyl)allyl)-4-fluoropyrrolidine-2-carboxylic acid methyl ester HCl salt